(1S,2R)-2-((S)-5-chloro-8-((7-fluorobenzo[d]isoxazol-3-yl)methoxy)-1-((2-oxopyrrolidin-1-yl)methyl)-1,2,3,4-tetrahydro-isoquinoline-2-carbonyl)-1-methylcyclohexane-1-carboxylic acid ClC1=C2CCN([C@@H](C2=C(C=C1)OCC1=NOC2=C1C=CC=C2F)CN2C(CCC2)=O)C(=O)[C@H]2[C@](CCCC2)(C(=O)O)C